ALPHA-HYDROXYFARNESYLPHOSPHONIC ACID OC(CP(O)(O)=O)=C(C)CCC=C(C)CCC=C(C)C